(3S,6R,7R)-6,12-dihydroxy-3-methyl-1,11-dioxo-N-(2,4,6-trifluorobenzyl)-1,4,5,6,7,11-hexahydro-3H-2,7-methanopyrido[1,2-a][1,4]diazonine-10-carboxamide O[C@@H]1CC[C@@H](N2C(C=3N([C@@H]1C2)C=C(C(C3O)=O)C(=O)NCC3=C(C=C(C=C3F)F)F)=O)C